C(C1=CC=CC=C1)OC(CN(C)C(CNC)=O)=O N-methylglycyl-N-methylglycine benzyl ester